C(=O)O.ClC=1C(=C(C=NC1)N1CCC2(CC1)C=1C=CC(=NC1CN(C2=O)C2CNCC2)C=2C(=NC=CC2)OCC)C(F)(F)F 1'-[5-chloro-4-(trifluoromethyl)pyridin-3-yl]-2-(2-ethoxypyridin-3-yl)-7-pyrrolidin-3-ylspiro[8H-1,7-naphthyridine-5,4'-piperidine]-6-one formate salt